butyl (endo)-5-((7-bromo-8-fluoro-6-iodo-2-(methylthio)-3-nitroquinolin-4-yl)amino)-2-azabicyclo[2.1.1]hexane-2-carboxylate BrC1=C(C=C2C(=C(C(=NC2=C1F)SC)[N+](=O)[O-])NC1C2CN(C1C2)C(=O)OCCCC)I